CC1(CC=NO1)C(=O)N 5-methyl-4H-isoxazole-5-carboxamide